3-chloro-4-((2-chlorothiazolo[5,4-b]pyridin-5-yl)thio)pyridin-2-amine ClC=1C(=NC=CC1SC1=CC=C2C(=N1)SC(=N2)Cl)N